2,3,5-trimethylanisole CC1=C(C=C(C=C1C)C)OC